ClC1=NC(=CC(=C1)C1(CC(C1)C)C1=NN=CN1C)Cl 2,6-dichloro-4-[3-methyl-1-(4-methyl-1,2,4-triazol-3-yl)cyclobutyl]pyridine